N-(5-(4,4,5,5-tetramethyl-1,3,2-dioxaborolan-2-yl)pyrimidin-2-yl)acetamide CC1(OB(OC1(C)C)C=1C=NC(=NC1)NC(C)=O)C